[N+](=O)([O-])C(C(C)=O)CC[N+](=O)[O-] 3,5-dinitropentanone